(3,4-dihydroquinoxalin-1(2H)-yl)(morpholine) N1(CCNC2=CC=CC=C12)N1CCOCC1